NC1=NC=CC=C1C1=NC=2C(=NC(=CC2)C=2C=NNC2)N1C=1C=C2CC[C@@H](C2=CC1)NC(C1=CC(=C(C=C1)O)C=O)=O N-[(1S)-5-[2-(2-aminopyridin-3-yl)-5-(1H-pyrazol-4-yl)imidazo[4,5-b]pyridin-3-yl]-2,3-dihydro-1H-inden-1-yl]-3-formyl-4-hydroxybenzamide